C(\C=C\C(=O)O)(=O)O.O=C1NC(CCC1N1C(C2=CC=CC=C2C1=O)=O)=O 2-(2,6-dioxo-3-piperidyl)isoindoline-1,3-dione fumarate